N=1C=NN2C=NC(=CC21)OC2=C(C=C(C=C2)NC2=NC=NC1=CC=C(C(=C21)N2CC1(C2)N(CCOC1)C)OC)C N-(4-([1,2,4]triazolo[1,5-c]pyrimidin-7-yloxy)-3-methylphenyl)-6-methoxy-5-(5-methyl-8-oxa-2,5-diazaspiro[3.5]nonan-2-yl)quinazolin-4-amine